[3-(2-chlorophenyl)-2-(2,4-difluorophenyl)oxiran-2-yl]methyl-2,4-dihydro-3H-1,2,4-triazole-3-thione ClC1=C(C=CC=C1)C1C(O1)(C1=C(C=C(C=C1)F)F)CN1N=CNC1=S